7,3'-dihydroxy-4',5'-dimethoxyisoflavane OC1=CC=C2CC(COC2=C1)C1=CC(=C(C(=C1)OC)OC)O